(R)-N-(1-cyclopropylethyl)-5-(3-(2-methoxyethyl)-2-methyl-3H-imidazo[4,5-b]pyridin-5-yl)pyrrolo[2,1-f][1,2,4]triazin-2-amine C1(CC1)[C@@H](C)NC1=NN2C(C=N1)=C(C=C2)C2=CC=C1C(=N2)N(C(=N1)C)CCOC